sodium dihydrogenphosphate-formic acid C(=O)O.P(=O)(O)(O)[O-].[Na+]